4-(1-(2-Chloro-4-((methylamino)methyl)phenyl)-1H-imidazol-4-yl)-N-((3R,4S)-1-(cyclopropylsulfonyl)-3-methylpiperidin-4-yl)-5-(trifluoromethyl)pyrimidin-2-amine ClC1=C(C=CC(=C1)CNC)N1C=NC(=C1)C1=NC(=NC=C1C(F)(F)F)N[C@@H]1[C@@H](CN(CC1)S(=O)(=O)C1CC1)C